NC(C)[C@@H]1N=C2C=CC=C(C2=CN1C1CC(C1)CO)Cl (S)-2-(1-aminoethyl)-5-chloro-3-(3-(hydroxymethyl)cyclobutyl)quinazoline